rel-2-(5,6-Difluoro-2-oxo-1,4-dihydroquinazolin-3-yl)-N-[(1R)-1-(5-fluoro-4-methylpyridin-2-yl)ethyl]acetamide FC1=C2CN(C(NC2=CC=C1F)=O)CC(=O)N[C@H](C)C1=NC=C(C(=C1)C)F |o1:17|